FC(OC1=CC=C(C=N1)C=1C(N(C=C2C=CC(=NC12)OCC)C=1C=CC2=C(N(C=N2)C)C1)=O)F 8-(6-(difluoromethoxy)pyridin-3-yl)-2-ethoxy-6-(1-methyl-1H-benzo[d]imidazol-6-yl)-1,6-naphthyridin-7(6H)-one